CN1C(CCC12CC(C(C(C2)(C)C)=O)C#N)=O 1,9,9-trimethyl-2,8-dioxo-1-azaspiro[4.5]decane-7-carbonitrile